C(CCC)C1=CC=C(C=C1)C1=CC=C(C=C1)B(O)O [4-(4-butylphenyl)phenyl]boronic acid